1-(3-fluoro-4-(5-(trifluoromethyl)-1,2,4-oxadiazol-3-yl)phenyl)-2-(oxazol-4-ylmethoxy)ethan-1-one FC=1C=C(C=CC1C1=NOC(=N1)C(F)(F)F)C(COCC=1N=COC1)=O